Cyanophenol C(#N)C1=C(C=CC=C1)O